2-oxo-1,2-dihydropyridine-4-carboxylic acid O=C1NC=CC(=C1)C(=O)O